CC(C)(C)C(/C=C/C(=O)[O-])N(C)C 3-dimethylaminoneopentyl acrylate